(E)-3-(tetrahydro-2H-pyran-4-yl)acrylic acid tert-butyl ester C(C)(C)(C)OC(\C=C\C1CCOCC1)=O